COCC1=CSC2=C1N=CN=C2S(=O)(=O)C 7-(methoxymethyl)-4-methylsulfonyl-thieno[3,2-d]pyrimidine